2-(3-bromo-1-methyl-1H-pyrazol-5-yl)-6-chloropyridine BrC1=NN(C(=C1)C1=NC(=CC=C1)Cl)C